tert-butyl (1R,2S)-2-[1-(tert-butoxycarbonyl)-3-{[4-(ethanesulfonyl)-2-methoxyphenyl]amino}indazol-6-yl]-5'-methoxy-2'-oxospiro[cyclopropane-1,3'-indole]-1'-carboxylate C(C)(C)(C)OC(=O)N1N=C(C2=CC=C(C=C12)[C@@H]1C[C@@]12C(N(C1=CC=C(C=C21)OC)C(=O)OC(C)(C)C)=O)NC2=C(C=C(C=C2)S(=O)(=O)CC)OC